C1=CC=CC=2C3=CC=CC=C3N(C12)C1=NC(=C(C(=C1N1C2=CC=C(C=C2C=2C=C(C=CC12)C#N)C#N)C1=CC(=CC(=C1)C)C)N1C2=CC=C(C=C2C=2C=C(C=CC12)C#N)C#N)N1C2=CC=CC=C2C=2C=CC=CC12 9,9'-(2,6-di(9H-carbazol-9-yl)-4-(3,5-dimethylphenyl)pyridine-3,5-diyl)bis(9H-carbazole-3,6-dicarbonitrile)